ClC=1C=NN(C1C=1C=CC(=NC1)NC([C@H](C1CCC(CC1)C)NC(=O)C1=CC=NN1CC)=O)C N-((S)-2-((5-(4-chloro-1-methyl-1H-pyrazol-5-yl)pyridin-2-yl)amino)-1-((1r,4S)-4-methylcyclohexyl)-2-oxoethyl)-1-ethyl-1H-pyrazole-5-carboxamide